ClC1=C(C(=C(C=C1OC)OC)Cl)C1=NC(=C2C=C(N=CC2=C1)N[C@H]1[C@H](CN(C1)C=1C=NNC1)NC(C=C)=O)NC1COCC1 N-((3S,4R)-4-((7-(2,6-dichloro-3,5-dimethoxyphenyl)-5-((tetrahydrofuran-3-yl)amino)-2,6-naphthyridin-3-yl)amino)-1-(1H-pyrazol-4-yl)pyrrolidin-3-yl)acrylamide